C(N)(=O)C1=C(C=C(C=C1)B(O)O)F 4-CARBAMOYL-3-FLUOROPHENYLBORONIC ACID